COC=1C2=C(N=C(N1)NC1C[C@@H]3[C@@H](CN(C3)C(C)=O)C1)NC=C2C=2C=CC1=C(N(N=N1)C)C2 1-((3aR,5s,6aS)-5-((4-methoxy-5-(1-methyl-1H-benzo[d][1,2,3]triazol-6-yl)-7H-pyrrolo[2,3-d]pyrimidin-2-yl)amino)hexahydrocyclopenta[c]pyrrol-2(1H)-yl)ethan-1-one